C(C)OP(CCCNC1=NC(=NC2=C1N(C=1C=C(C=CC21)OC)CC2=CC=C(C=C2)OC)N(C(OC(C)(C)C)=O)C)OCC Tert-butyl (4-((3-(diethoxyphosphino)propyl)amino)-7-methoxy-5-(4-methoxybenzyl)-5H-pyrimido[5,4-b]indol-2-yl)(methyl)carbamate